ClCCC(=C(C1=CC=C(C=C1)O)C1=CC=C(OCCN2CCC(CC2)CN2C3CN(CC2C3)C=3C=C2C(N(C(C2=CC3)=O)C3C(NC(CC3)=O)=O)=O)C=C1)C1=CC=C(C=C1)O 5-(6-((1-(2-(4-(4-chloro-1,2-bis(4-hydroxyphenyl)but-1-en-1-yl)phenoxy)ethyl)piperidin-4-yl)methyl)-3,6-diazabicyclo[3.1.1]heptan-3-yl)-2-(2,6-dioxopiperidin-3-yl)isoindoline-1,3-dione